N-Benzyl-N-(2-bromoacetyl)-L-aspartate C(C1=CC=CC=C1)N([C@@H](CC(=O)[O-])C(=O)[O-])C(CBr)=O